CC1=CC=C(C=C1)S(=O)(=O)[O-].C(CCC)C(COC(CCCCC[NH+](C)C)=O)CCCCCC 6-((2-butyloctyl)oxy)-N,N-dimethyl-6-oxohexan-1-aminium 4-methylbenzenesulfonate